FC(C(=O)N1C[C@@H]2[C@H](C1)CN(C2)C(=O)OC(C)(C)C)(F)F tert-Butyl (cis)-5-(2,2,2-trifluoroacetyl)hexahydropyrrolo[3,4-c]pyrrole-2(1H)-carboxylate